NC=1C2=C(N=CN1)N(C(=C2C2=NC=CC(=N2)C)C2=CCC1(CCN(CC1)C(C=C)=O)CC2)C 1-(9-(4-amino-7-methyl-5-(4-methylpyrimidin-2-yl)-7H-pyrrolo[2,3-d]pyrimidin-6-yl)-3-azaspiro[5.5]undec-8-en-3-yl)prop-2-en-1-one